8'-Fluoro-2',3'-dihydrospiro[cyclopropane-1,4'-pyrido[2,3-b][1,4,5]oxathiazepine] 1',1'-dioxide FC1=CC2=C(OC3(CNS2(=O)=O)CC3)N=C1